(S)-7-((3-methylpiperidin-1-yl)methyl)-1-((2-(trimethylsilyl)ethoxy)methyl)-1H-pyrrolo[3,2-b]pyridine-5-carboxamide C[C@@H]1CN(CCC1)CC1=C2C(=NC(=C1)C(=O)N)C=CN2COCC[Si](C)(C)C